4-((3-(2,3-difluoro-4-methoxyphenyl)imidazo[1,2-a]pyrazin-8-yl)amino)-2-ethyl-N-(piperidin-4-ylmethyl)benzamide FC1=C(C=CC(=C1F)OC)C1=CN=C2N1C=CN=C2NC2=CC(=C(C(=O)NCC1CCNCC1)C=C2)CC